7-isopropoxy-2-(3-methoxypropyl)imidazo[1,2-a]Pyridine-6-carboxylic acid methyl ester COC(=O)C=1C(=CC=2N(C1)C=C(N2)CCCOC)OC(C)C